BrC1=CC=C(C=C1)N1C(N=CC=C1)C1=C(N=C2N1C=CC=C2)C(F)(F)F N-(4-bromophenyl)-2-[2-(trifluoromethyl)imidazo[1,2-a]pyridin-3-yl]pyrimidin